5-bromoisophthalamide BrC=1C=C(C=C(C(=O)N)C1)C(=O)N